N-(8,9-difluoro-6-oxo-1,4,5,6-tetrahydro-2H-pyrano[3,4-c]isoquinolin-1-yl)-5,6-difluoro-N-methyl-2,3-dihydro-1H-indene-2-carboxamide FC=1C(=CC=2C3=C(NC(C2C1)=O)COCC3N(C(=O)C3CC1=CC(=C(C=C1C3)F)F)C)F